FC1=C(C=CC(=C1)C(F)(F)F)COC1CC2C(CN(C2)C(=O)N2C[C@@H]3[C@@H](OCC(N3)=O)CC2)C1 (4aR,8aS)-6-[5-[[2-fluoro-4-(trifluoromethyl)phenyl]methoxy]-3,3a,4,5,6,6a-hexahydro-1H-cyclopenta[c]pyrrole-2-carbonyl]-4,4a,5,7,8,8a-hexahydropyrido[4,3-b][1,4]oxazin-3-one